4-(4-cyanophenyl)methylene-2,6-di-tert-butyl-2,5-cyclohexadiene-1-one C(#N)C1=CC=C(C=C1)C=C1C=C(C(C(=C1)C(C)(C)C)=O)C(C)(C)C